CS(=O)(=O)OCCC1CN(C1)C(=O)OC(C)(C)C tert-butyl 3-(2-(methylsulfonyloxy)ethyl)azetidine-1-carboxylate